S(=O)(=O)([O-])[O-].[Na+].NC(NCCCCN)=N.[Na+] agmatine sodium sulfate